C1(CC1)C1=NC=NC(=C1C1=NC=C(C(=N1)NCC1=CC=C(C=C1)C1=NC=CC=C1)OC)OC 4'-Cyclopropyl-5,6'-dimethoxy-N-(4-(pyridin-2-yl)benzyl)-[2,5'-bipyrimidin]-4-amine